4-[(2,4-dimethoxyphenyl)methyl]-3-(4-nitrophenyl)morpholine-2-carboxylic acid COC1=C(C=CC(=C1)OC)CN1C(C(OCC1)C(=O)O)C1=CC=C(C=C1)[N+](=O)[O-]